C1(CC1)CN1CC(CC1)CNC(=O)N1CCN(CC1)C1=NC(=NO1)C1=CC=C(C=C1)OC N-((1-(Cyclopropylmethyl)pyrrolidin-3-yl)methyl)-4-(3-(4-Methoxyphenyl)-1,2,4-oxadiazol-5-yl)piperazin-1-carboxamid